3,4-dihydropyrimidin-4-one N1=CNC(C=C1)=O